(4z,8e)-dodeca-4,8-dien-1-ol C(CC\C=C/CC\C=C\CCC)O